5-(4-((4-(ethoxymethyl)-4-phenethylpiperidin-1-yl)methyl)phenyl)-1,3,4-oxadiazol-2-amine C(C)OCC1(CCN(CC1)CC1=CC=C(C=C1)C1=NN=C(O1)N)CCC1=CC=CC=C1